NCCNCCNCCNCCNCCNCCNCCN heptaethyleneoctamine